4,4'-azobispyridine N(=NC1=CC=NC=C1)C1=CC=NC=C1